5-BROMOTHIOCHROMAN 1,1-DIOXIDE BrC1=C2CCCS(C2=CC=C1)(=O)=O